3-(4-(6-chloro-3-(3-(4-chloro-3,5-dimethylphenoxy)propyl)-1-(pyridin-3-ylmethyl)-7-(1,3,5-trimethyl-1H-pyrazol-4-yl)-1H-indole-2-carbonyl)piperazin-1-yl)benzoic Acid ClC1=CC=C2C(=C(N(C2=C1C=1C(=NN(C1C)C)C)CC=1C=NC=CC1)C(=O)N1CCN(CC1)C=1C=C(C(=O)O)C=CC1)CCCOC1=CC(=C(C(=C1)C)Cl)C